4,4'-(propan-2,2-diyl)bis[2,6-bis(thianthrene-1-yl)phenol] CC(C)(C1=CC(=C(C(=C1)C1=CC=CC=2SC3=CC=CC=C3SC12)O)C1=CC=CC=2SC3=CC=CC=C3SC12)C1=CC(=C(C(=C1)C1=CC=CC=2SC3=CC=CC=C3SC12)O)C1=CC=CC=2SC3=CC=CC=C3SC12